CCCCCCCCCCCCCCCCCC(=O)OC[C@H](COP(=O)(O)OC[C@@H](C(=O)O)N)OC(=O)CCCCC/C=C\\C/C=C\\C/C=C\\C/C=C\\CCCCC The molecule is a 3-sn-phosphatidyl L-serine in which the phosphatidyl acyl groups at positions 1 and 2 are stearoyl and 7Z,10Z,13Z,16Z-docosatetraenoyl respectively. It has a role as a mouse metabolite. It derives from an all-cis-docosa-7,10,13,16-tetraenoic acid and an octadecanoic acid.